ClC1=C(C=CC=C1)C1C(O1)(C1=C(C=C(C=C1)F)F)CN1N=CNC1=O 2-{[3-(2-chlorophenyl)-2-(2,4-difluorophenyl)oxiran-2-yl]methyl}-2,4-dihydro-3H-1,2,4-triazol-3-one